FCCN1C=NC(=C1)NC(C1=CC(=C(C=C1)C)C#CC=1C=NC=CC1)=O N-[1-(2-fluoroethyl)imidazol-4-yl]-4-methyl-3-[2-(3-pyridinyl)ethynyl]benzamide